S1C2=C(C=C1)C(=CC=C2)N2CCN(CC2)CCCCOC2=CC=C1C(CC(N(C1=C2)COC(CC2=CC=CC=C2)=O)=O)(C)C Phenylacetic acid 7-[4-(4-benzo[b]thiophen-4-ylpiperazin-1-yl)butoxy]-4,4-dimethyl-2-oxo-3,4-dihydro-2H-quinolin-1-ylmethyl ester